C(CCCCCCC)C1=CC=C(C(C(=O)O)=C1)O 5-n-octylsalicylic acid